(S)-1-(8-((4-chloro-2-methyl-2H-indazol-5-yl)thio)imidazo[1,2-c]pyrimidin-5-yl)-4'H,6'H-spiro[piperidine-4,5'-pyrrolo[1,2-b]pyrazole]-4'-amine ClC=1C2=CN(N=C2C=CC1SC=1C=2N(C(=NC1)N1CCC3([C@@H](C=4N(N=CC4)C3)N)CC1)C=CN2)C